FCOP1(OC(C(O1)CCF)CF)=O 2-monofluoromethoxy-4-(2-fluoroethyl)-5-monofluoromethyl-1,3,2-dioxaphospholane 2-oxide